N1=CC=C(C=C1)C=1NC(=C(N1)C(=O)O)C(=O)O 2-(4-pyridyl)-1H-imidazole-4,5-dicarboxylic acid